N1(CCC1)C=1C2=C(N=C(N1)C)CN([C@@H]2C)C(=O)OC2CN(C2)C(=O)OC(C)(C)C 1-(tert-Butoxycarbonyl)azetidin-3-yl (R)-4-(azetidin-1-yl)-2,5-dimethyl-5,7-dihydro-6H-pyrrolo[3,4-d]-pyrimidine-6-carboxylate